FC=1C=C(C=C(C1)F)C1CC(=NN1)C 5-(3,5-difluorophenyl)-3-methyl-4,5-dihydro-1H-pyrazole